C(=CC1=CC=CC=C1)CC(C(=O)O)=C.C(C)NCC diethylamine styrenemethacrylate